C(C)(=O)NC1=C(C(=O)C2=NC=CC=C2)C=C(C=C1)Br 2-(2-acetylamino-5-bromo-benzoyl)pyridine